COC1=C(CC2=CC=CC=3C4=CC=CC=C4C(=CC23)C(=O)OC(C)N2CCN(CC2)C2=NC(=NC=C2F)C2=NN(C3=NC=C(C=C32)F)CC3=C(C=CC=C3)F)C=CC(=C1OC)OC (4-(5-fluoro-2-(5-fluoro-1-(2-fluorobenzyl)-1H-pyrazolo[3,4-b]pyridin-3-yl)pyrimidin-4-yl)piperazin-1-yl)ethanol 2,3,4-trimethoxybenzyl-phenanthrene-9-formate